FC=1C=C2C(=CNC2=C(C1)O)C=O 5-FLUORO-7-HYDROXYINDOLE-3-CARBOXALDEHYDE